C1(CCCCC1)C(C(=O)NCCCOC(C)C)N1C(=NC2=C1C=CC=C2)C2=C(C=C(C=C2)OC)OC 2-cyclohexyl-2-[2-(2,4-dimethoxy-phenyl)-benzimidazol-1-yl]-N-(3-isopropoxy-propyl)-acetamide